CCCCC/C=C\C/C=C\CCCCCCCCCCCC(=O)O[C@H](COC(=O)CCC/C=C\C/C=C\C/C=C\C/C=C\C/C=C\CC)COP(=O)(O)OC[C@H](CO)O 1-(5Z,8Z,11Z,14Z,17Z-eicosapentaenoyl)-2-(13Z,16Z-docosadienoyl)-glycero-3-phospho-(1'-sn-glycerol)